C(C1=CC=CC=C1)N1C=NC2=NC=C(C=C21)C=2C(=NOC2C)C 4-(1-benzyl-1H-imidazo[4,5-b]pyridin-6-yl)-3,5-dimethylisoxazole